8-bromo-6-chloro-3,4-dihydronaphthalene BrC=1C=C(C=C2CCC=CC12)Cl